ClC=1C=CC(=C(C1)C1=NNC=C1C1=NC2=CC(=CN=C2C=C1)N1CC=2N(CC1)N=C(N2)C=2CN(CC2)C)F 2-[3-(5-chloro-2-fluoro-phenyl)-1H-pyrazol-4-yl]-7-[2-(1-methyl-2,5-dihydropyrrol-3-yl)-6,8-dihydro-5H-[1,2,4]triazolo[1,5-a]pyrazin-7-yl]-1,5-naphthyridine